4-nitro-N-(quinoxaline-6-yl)benzenesulfonamide [N+](=O)([O-])C1=CC=C(C=C1)S(=O)(=O)NC=1C=C2N=CC=NC2=CC1